N1(N=CN=C1)C1=CC=C(N)C=C1 4-(1H-1,2,4-triazol-1-yl)aniline